tert-butyl 2-[4-[4-[(2,6-dioxo-3-piperidyl)oxy]phenyl]-1-piperidyl]acetate O=C1NC(CCC1OC1=CC=C(C=C1)C1CCN(CC1)CC(=O)OC(C)(C)C)=O